C(C)(C)(C)C=1C(=C(C(=C(C1C(C)C)C1=CC(=CC=C1OC)OC)C(C)C)C(C)(C)C)C(C)C di-tert-butyl-(2',4',6'-triisopropyl-3,6-dimethoxy[Biphenyl])